C1=CC(=CC=C1C(=O)O[C@H]2[C@@H]([C@H]([C@@H]([C@H](O2)CO)O)O)O)O The molecule is an O-acyl carbohydrate that is beta-D-glucopyranose in which the anomeric hydroxy hydrogen has been replaced by a 4-hydroxybenzoyl group. It has a role as a plant metabolite. It is a beta-D-glucoside, an O-acyl carbohydrate, a benzoate ester and a monosaccharide derivative.